(4-chlorophenyl)-N-cyclohexylacrylamide ClC1=CC=C(C=C1)C(C(=O)NC1CCCCC1)=C